2-({[3-fluoro-4-(propan-2-yl)phenyl](2-methylphenyl)methyl}carbamoyl)cyclopentane-1-carboxylic acid FC=1C=C(C=CC1C(C)C)C(C1=C(C=CC=C1)C)NC(=O)C1C(CCC1)C(=O)O